N-(3-chloro-5-(methylsulfonamido)phenyl)-5-(5-(4,4-difluoropiperidin-1-yl)-3-methylpyridin-2-yl)-1-methyl-1H-pyrrole-3-carboxamide ClC=1C=C(C=C(C1)NS(=O)(=O)C)NC(=O)C1=CN(C(=C1)C1=NC=C(C=C1C)N1CCC(CC1)(F)F)C